benzyl 2,6-dimethoxybenzoate (benzyl-2,6-dimethoxybenzoate) C(C1=CC=CC=C1)C=1C(=C(C(=O)O)C(=CC1)OC)OC.COC1=C(C(=O)OCC2=CC=CC=C2)C(=CC=C1)OC